ClC=1C(=NC(=NC1)NC1=C(C=C(C=C1)N1CCN(CC1)C(CCCCCNC1=C2C(N(C(C2=CC=C1)=O)C1C(NC(CC1)=O)=O)=O)=O)OC)NC1=C(C=CC=C1)P(=O)(C)C 4-((6-(4-(4-((5-chloro-4-((2-(dimethylphosphoryl)phenyl)amino)pyrimidin-2-yl)amino)-3-methoxyphenyl)piperazin-1-yl)-6-oxohexyl)amino)-2-(2,6-dioxopiperidin-3-yl)isoindoline-1,3-dione